NC=1C2=C(N=C(N1)OCCCC)C(=NN2)CC2=C(C=C(CN1C[C@H](CC1)NC(CCN1C(C=CC1=O)=O)=O)C=C2)OC (S)-N-(1-(4-((7-amino-5-butoxy-1H-pyrazolo[4,3-d]pyrimidin-3-yl)methyl)-3-methoxybenzyl)pyrrolidin-3-yl)-3-(2,5-dioxo-2,5-dihydro-1H-pyrrol-1-yl)propanamide